BrC=1C=2N(C=C(C1)C1CC1)C=C(N2)CBr 8-bromo-2-(bromomethyl)-6-cyclopropylimidazo[1,2-a]pyridine